1-methyl-4-(1-(trans-4-(4-(trifluoromethyl)benzyloxy)pyrrolidin-3-yl)-1H-1,2,3-triazol-4-yl)piperidine CN1CCC(CC1)C=1N=NN(C1)[C@@H]1CNC[C@H]1OCC1=CC=C(C=C1)C(F)(F)F